biphenol C1=CC=C(C(=C1)C2=CC(=CC=C2)O)O